4-(difluoromethyl)-1,2,5-oxadiazole-3-carboxamide FC(C=1C(=NON1)C(=O)N)F